ClC1=C(C=CC=C1OS(=O)(=O)C(F)(F)F)\C=C(/F)\C=1C=C2CCN(CC2=CN1)CCC12CCC(CC1)(C2)C(=O)O (Z)-4-(2-(6-(2-(2-chloro-3-(((trifluoromethyl)sulfonyl)oxy)phenyl)-1-fluorovinyl)-3,4-dihydro-2,7-naphthyridin-2(1H)-yl)ethyl)bicyclo[2.2.1]heptane-1-carboxylic acid